COC(=O)C=1NC2=CC(=CC=C2C1CC#N)C1CCOCC1.FC(C=1C=C(OC=2C=CC(=C3C=CC=NC23)CNC(C=C)=O)C=CC1)(F)F N-([8-{3-(trifluoromethyl)phenoxy}quinolin-5-yl]methyl)acrylamide methyl-3-(cyanomethyl)-6-(tetrahydro-2H-pyran-4-yl)-1H-indole-2-carboxylate